ONC(=N)C1=NC=CC(=C1OC)C=1C=C2C(=NN(C2=CC1)C(C)C)COC1=C(C=CC=C1)CC(=O)OCC ethyl 2-(2-((5-(2-(N-hydroxycarbamimidoyl)-3-methoxypyridin-4-yl)-1-isopropyl-1H-indazol-3-yl)methoxy)phenyl)acetate